C(=C)C1=C(C(=O)O)C=CC=C1.C(C1=CC=CC=C1)(=O)OC=C vinyl benzoate (vinyl benzoate)